C(C1=CC=CC=C1)N(C=1C(=NC(=C(C1)F)N1CCOCC1)OC)CC1=CC=CC=C1 N,N-dibenzyl-5-fluoro-2-methoxy-6-morpholinopyridin-3-amine